3-((2,6-Dimethylbenzyl)amino)-4-fluorobenzoic acid CC1=C(CNC=2C=C(C(=O)O)C=CC2F)C(=CC=C1)C